4-(2,5-dihydroxy-3-sulfobenzamido)benzoic acid OC1=C(C(=O)NC2=CC=C(C(=O)O)C=C2)C=C(C=C1S(=O)(=O)O)O